2-methoxy-4-({2-oxo-5-[hydroxy-(4-hydroxy-3-methoxyphenyl)methyl]-3-oxacyclopentyl}methyl)phenolate COC1=C(C=CC(=C1)CC1C(OCC1C(C1=CC(=C(C=C1)O)OC)O)=O)[O-]